F[P-](F)(F)(F)(F)F.CN1C=CC(C=C1)=C1C=CN(C=C1)C 1,1'-dimethyl-4,4'-bipyridyl hexafluorophosphate